C(C)(=O)N1[C@H]([C@@H]([C@H](C2=CC(=CC=C12)C#N)NC=1C=C(OCCNC(OC(C)(C)C)=O)C=CC1)C)C1CC1 tert-butyl (2-(3-(((2S,3R,4R)-1-acetyl-6-cyano-2-cyclopropyl-3-methyl-1,2,3,4-tetrahydroquinolin-4-yl)amino)phenoxy)ethyl)carbamate